3-(2-((1-(4-nitrobenzyl)-1H-pyrazol-4-yl)amino)-5-(trifluoromethyl)pyrimidin-4-yl)-1H-pyrazole-1-carboxylic acid tert-butyl ester C(C)(C)(C)OC(=O)N1N=C(C=C1)C1=NC(=NC=C1C(F)(F)F)NC=1C=NN(C1)CC1=CC=C(C=C1)[N+](=O)[O-]